CC1CC(C1)(C1=NN=CN1C)C=1C=C(C=CC1)C1=CN=C2N(C1=O)C=C(C=C2)CN2C[C@H](CCC2)C 3-[3-[3-methyl-1-(4-methyl-4H-1,2,4-triazol-3-yl)cyclobutyl]phenyl]-7-[[(3S)-3-methyl-1-piperidyl]methyl]pyrido[1,2-a]pyrimidin-4-one